1-(2-(oxetan-3-yl)-2-azaspiro[3.5]nonan-7-yl)-3-(4-phenoxyphenyl)imidazo[1,5-c]pyrimidin-5-amine O1CC(C1)N1CC2(C1)CCC(CC2)C=2N=C(N1C(=NC=CC12)N)C1=CC=C(C=C1)OC1=CC=CC=C1